C1OCCC12OCCC(C2)C2=NC1=CC=C(C=C1C=C2)CN2C[C@H](CC2)OC=2C=C1CN(C(C1=CC2)=O)[C@@H]2C(NC(CC2)=O)=O |o1:37| rel-(3S)-3-(5-(((3S)-1-((2-(2,6-dioxaspiro[4.5]decan-9-yl)quinolin-6-yl)methyl)pyrrolidin-3-yl)oxy)-1-oxoisoindolin-2-yl)piperidine-2,6-dione